3-trimethylsilylpropanoate C[Si](CCC(=O)[O-])(C)C